CC(C=O)CCC 2-methyl-pentanal